COC1=C(C=C(C=C1)C1=CC=C2C(=NNC2=C1)C(NC)=O)N1OCC[C@H]1C1=CC=CC=C1 (S)-N-(2-methoxy-5-(3-(methylcarbamoyl)-1H-indazol-6-yl)phenyl)-3-phenylisoxazolidine